ClC1=CC2=C(C=C3N2C(=NN(C3=O)CC(=O)N[C@H]3CN(CCC3)CC)C(C)(C)O)S1 (R)-2-(2-chloro-5-(2-hydroxypropan-2-yl)-8-oxothieno[2',3':4,5]pyrrolo[1,2-d][1,2,4]triazin-7(8H)-yl)-N-(1-ethylpiperidin-3-yl)acetamide